C[Si](CC1=CC=C(C=C1)C=C)(C)N(C)C dimethyl-(4-vinylbenzyl)silanyldimethylamine